BrC1=C(CN2C(N(CC=3C2=NN(C3)C3CC3)C3CCN(CC3)C3=C(C=CC=C3C)F)=O)C(=CC=C1)C(F)(F)F 7-(2-Bromo-6-trifluoromethylbenzyl)-2-cyclopropyl-5-[1-(2-fluoro-6-methyl-phenyl)-piperidin-4-yl]-2,4,5,7-tetrahydro-pyrazolo[3,4-d]pyrimidin-6-one